COCCN(C1=NC=C(C=N1)C1=C2C=C(C(=CC2=CC2=C1C(OC2)=O)OC)OC)CCOC 9-(2-(bis(2-methoxyethyl)amino)pyrimidin-5-yl)-6,7-dimethoxynaphtho[2,3-c]furan-1(3H)-one